C(C)(C)(C)C=1C=C(C(OP(O)(O)=O)O)C=C(C1)C(C)(C)C 3,5-di-tert-butyl-hydroxybenzyl-phosphoric acid